Cl.FC(C1=NC=CC(=C1)OC1CC(C1)N)(F)F (1r,3r)-3-((2-(trifluoromethyl)pyridin-4-yl)oxy)cyclobutan-1-amine hydrochloride